N-(3-(3'-chloro-6-methoxy-5-(((((S)-5-oxopyrrolidin-2-yl)methyl)amino)methyl)-[2,4'-bipyridin]-2'-yl)-2-methylphenyl)-5-(((R)-3-hydroxypyrrolidin-1-yl)methyl)-4-methoxypicolinamide ClC=1C(=NC=CC1C1=NC(=C(C=C1)CNC[C@H]1NC(CC1)=O)OC)C=1C(=C(C=CC1)NC(C1=NC=C(C(=C1)OC)CN1C[C@@H](CC1)O)=O)C